FC1=C(CC2=NC3=C(N2CCOC)C=C(C=C3)C(=O)OC)C=CC(=C1)C1=NC(=CC=C1)OCC1=C(C=C(C=C1)COC)F methyl 2-(2-fluoro-4-(6-((2-fluoro-4-(methoxymethyl)benzyl)oxy)pyridin-2-yl)benzyl)-1-(2-methoxyethyl)-1H-benzo[d]imidazole-6-carboxylate